C(CCCCCCCC)(=O)OC1=C(C=CC=C1)S(=O)(=O)[O-].[Na+] sodium (nonanoyloxy)benzene-1-sulfonate